C(C1=CC=CC=C1)OC1=C(C=C2C(N(C(N(C2=C1)C)=O)C)=O)B1OC(C(O1)(C)C)(C)C 7-(Benzyloxy)-1,3-dimethyl-6-(4,4,5,5-tetramethyl-1,3,2-dioxaborolan-2-yl)quinazoline-2,4(1H,3H)-dione